C1(CC1)OC1=C(C=NC=C1)N(C1CCN(CC1)C1=NC=C(C=N1)C#N)C1=CC=C(C=C1)C(F)(F)F 2-(4-((4-Cyclopropoxypyridin-3-yl)(4-(trifluoromethyl)phenyl)amino)piperidin-1-yl)pyrimidine-5-carbonitrile